2-amino-3-bromo-5-chloro-benzoate NC1=C(C(=O)[O-])C=C(C=C1Br)Cl